C(C)OC(\C=C(/C)\NC1=CC=NN1CC1=CC=C(C=C1)OC)=O (E)-3-((1-(4-methoxybenzyl)-1H-pyrazol-5-yl)amino)but-2-enoic acid ethyl ester